FC(C=1N=CC=2N(C1)C(=CN2)C2=NC=CC(=N2)N2CCOCC2)F 4-(2-(6-(difluoromethyl)imidazo[1,2-a]pyrazin-3-yl)pyrimidin-4-yl)morpholine